1-(3-{[2-methoxy-9-(methylamino)-5,6,7,8-tetrahydroacridin-3-yl]oxy}propyl)-3-methylazetidin COC1=CC2=C(C=3CCCCC3N=C2C=C1OCCCN1CC(C1)C)NC